N2,N7-dicyclohexyl-9-ethynyl-9-hydroxy-9H-fluorene-2,7-disulfonamide C1(CCCCC1)NS(=O)(=O)C1=CC=2C(C3=CC(=CC=C3C2C=C1)S(=O)(=O)NC1CCCCC1)(O)C#C